6-fluoro-1-methyl-2-(4-(methylsulfonyl)phenyl)-5-(1'-(oxetan-3-yl)-[1,4'-bipiperidin]-4-yl)-1H-benzo[d]imidazole FC=1C(=CC2=C(N(C(=N2)C2=CC=C(C=C2)S(=O)(=O)C)C)C1)C1CCN(CC1)C1CCN(CC1)C1COC1